(R)-tert-Butyl 3-(4-methyl-3-((1-(naphthalen-1-yl)ethyl)carbamoyl)phenoxy)azetidine-1-carboxylate CC1=C(C=C(OC2CN(C2)C(=O)OC(C)(C)C)C=C1)C(N[C@H](C)C1=CC=CC2=CC=CC=C12)=O